4-(4-(6-methyl-3-(7-(5-methyl-1H-pyrazol-3-yl)-1,8-naphthyridin-4-yl)imidazo[1,2-b]pyridazin-7-yl)benzyl)morpholine CC=1C(=CC=2N(N1)C(=CN2)C2=CC=NC1=NC(=CC=C21)C2=NNC(=C2)C)C2=CC=C(CN1CCOCC1)C=C2